C(=O)C1CCN(CC1)C(=O)[O-] (1R,4R)-4-formylpiperidine-1-carboxylate